1-(piperidin-4-yl)pyrrolidine-2,5-dione N1CCC(CC1)N1C(CCC1=O)=O